BrC1=CC(=C(C#N)C=C1)OCC 4-bromo-2-ethoxybenzonitrile